methyl 4,6-dimethyl-2-oxo-1,2,3,4-tetrahydropyrimidine-5-carboxylate CC1NC(NC(=C1C(=O)OC)C)=O